CO[C@@H](C)C1=NC=CC=C1C=1NC2=CC=CC=C2C1 2-[2-[(1S)-1-methoxyethyl]pyridin-3-yl]-1H-indole